C(C)C=C(C(=O)O)C.C(C(=C)C)(=O)OCC ethyl methacrylate (ETHYLMETHACRYLATE)